(R)-N-[(1R)-1-[(2R,3S,5R,6S)-5-azido-3-benzyloxy-6-(p-tolylsulfanyl)tetrahydropyran-2-yl]ethyl]-2-methyl-propane-2-sulfinamide N(=[N+]=[N-])[C@@H]1C[C@@H]([C@H](O[C@H]1SC1=CC=C(C=C1)C)[C@@H](C)N[S@](=O)C(C)(C)C)OCC1=CC=CC=C1